4-(((4aR,10bR)-4-propyl-3,4,4a,10b-tetrahydro-2H,5H-chromeno[4,3-b][1,4]oxazin-9-yl)oxy)butan-1-amine C(CC)N1[C@H]2[C@H](OCC1)C=1C=C(C=CC1OC2)OCCCCN